NC=1C2=C(N=CN1)N(C=C2I)C2CCC(CC2)C=O 4-(4-Amino-5-iodo-7H-pyrrolo[2,3-d]pyrimidin-7-yl)cyclohexane-1-carbaldehyde